O=C1N(C(C=C1)=O)CCOCCOCCC(=O)N[C@H](C(=O)N[C@@H](C)C(NC1=CC=C(C=C1)CI)=O)C(C)C (2S)-2-(3-{2-[2-(2,5-dioxo-2,5-dihydro-1H-pyrrol-1-yl)ethoxy]ethoxy}propanamido)-N-[(1S)-1-{[4-(iodomethyl)phenyl]carbamoyl}ethyl]-3-methylbutanamide